C(C)[C@H](C(=O)O)N1C(CCC1)=O |r| (R/S)-alpha-ethyl-2-oxo-1-pyrrolidineacetic acid